(S)-3-((4-aminocyclohexyl)methyl)-8-(1-ethyl-3-(trifluoromethyl)-1H-pyrazol-4-yl)-6-((2-imino-3-methyl-2,3-dihydro-1H-imidazol-1-yl)methyl)chroman-4-one NC1CCC(CC1)C[C@H]1COC2=C(C=C(C=C2C1=O)CN1C(N(C=C1)C)=N)C=1C(=NN(C1)CC)C(F)(F)F